O=C1NC(CCC1N1C(C2=CC=C(C=C2C1)C1CCN(CC1)CCN1CCN(CC1)C(=O)OC(C)(C)C)=O)=O tert-butyl 4-(2-(4-(2-(2,6-dioxopiperidin-3-yl)-1-oxoisoindolin-5-yl)piperidin-1-yl)ethyl)piperazine-1-carboxylate